BrC1=NC(=CC(=C1O)C(C)=O)C (2-bromo-3-hydroxy-6-methylpyridin-4-yl)ethan-1-one